((6-(6-cyclopropyl-5-fluoro-2-((4-(1-methyl-1,2,3,6-tetrahydropyridin-4-yl)phenyl)amino)-7H-pyrrolo[2,3-d]pyrimidin-7-yl)pyridin-2-yl)imino)dimethyl-λ6-sulfanone C1(CC1)C1=C(C2=C(N=C(N=C2)NC2=CC=C(C=C2)C=2CCN(CC2)C)N1C1=CC=CC(=N1)N=S(=O)(C)C)F